5-methyl-6-[3-(2-pyridylamino)-7,8-dihydro-5H-1,6-naphthyridin-6-yl]pyridine CC=1C=CC=NC1N1CC=2C=C(C=NC2CC1)NC1=NC=CC=C1